1-(5-((1-(3-fluoropropyl)azetidin-3-yl)Oxy)pyridin-2-yl)-3-methyl-2,3,4,9-tetrahydro-1H-pyrido[3,4-b]Indole FCCCN1CC(C1)OC=1C=CC(=NC1)C1NC(CC2=C1NC1=CC=CC=C21)C